((triisopropylsilyl)ethynyl)naphthalene-2-ol C(C)(C)[Si](C(C)C)(C(C)C)C#CC1=C(C=CC2=CC=CC=C12)O